8,9-difluoro[2]benzoxepino[3,4-f]-1,3-benzodioxol-11(6H)-one FC1=CC2=C(C(C=3C(=CC4=C(OCO4)C3)OC2)=O)C=C1F